4-[(6-nitro-3-pyridyl)methyl]morpholin-3-one [N+](=O)([O-])C1=CC=C(C=N1)CN1C(COCC1)=O